1-{[(2-methylpropan-2-yl)oxy]carbonyl}piperidine-4-carboxylic acid CC(C)(C)OC(=O)N1CCC(CC1)C(=O)O